COC(CN1C(NC2=C1C=CC(=C2)[N+](=O)[O-])=O)OC 3-(2,2-dimethoxyethyl)-6-nitro-1H-benzimidazol-2-one